C(C(C)(C)C)(=O)C=1SC2=C(N1)C=C(C=C2)C=2C=C(C(=O)NCCC)C=CC2 3-(2-pivaloyl-benzo[d]thiazol-5-yl)-N-propylbenzamide